C(C)OC(=O)[C@H]1NC[C@H]([C@@H]1O)C (2S,3S,4R)-3-hydroxy-4-methylpyrrolidine-2-carboxylic acid ethyl ester